Benzyl 4-[(3aS,7R,7aS)-2,2-dimethyl-7-methylsulfonyloxy-4,6,7,7a-tetrahydro-3aH-[1,3]di-oxolo[4,5-c]pyridin-5-yl]-4-oxo-butanoate CC1(O[C@H]2[C@H](CN(C[C@H]2OS(=O)(=O)C)C(CCC(=O)OCC2=CC=CC=C2)=O)O1)C